NC(CNC(OC(C)(C)C)=O)C1=C(C=C(C=C1)F)F tert-butyl (2-amino-2-(2,4-difluorophenyl)ethyl)carbamate